C1(=CC=CC2=CC=CC=C12)CC(CC=1C=NC=CC1)CC[Si](OC)(OC)OC 3-[2-(naphthalen-1-ylmethyl)-4-(trimethoxysilyl)butyl]pyridine